C1(CCC1)[C@H](C)N (1S)-1-cyclobutylethanamine